N-dodecanoyl-L-asparagine C(CCCCCCCCCCC)(=O)N[C@@H](CC(N)=O)C(=O)O